O.FC=1C(=C(C=CC1)[C@@H]1C2=C(NC(=C1C(=O)OC)CF)COC2=O)[C@@H](C)F methyl (R)-4-(3-fluoro-2-((R)-1-fluoroethyl)phenyl)-2-(fluoromethyl)-5-oxo-1,4,5,7-tetrahydrofuro[3,4-b]pyridine-3-carboxylate Hydrate